tert-butyl (2R,5S)-2-(5-amino-1,3,4-oxadiazol-2-yl)-5-[[2-(4-chloro-3-fluoro-phenoxy)acetyl]amino]piperidine-1-carboxylate NC1=NN=C(O1)[C@@H]1N(C[C@H](CC1)NC(COC1=CC(=C(C=C1)Cl)F)=O)C(=O)OC(C)(C)C